dimethylallyl pyrophosphate Dimethylallyl-Pyrophosphate CC(=CCOP(O)(=O)OP(=O)(O)O)C.O(P(O)(=O)OP(=O)(O)O)CC=C(C)C